C(#N)C1=CC(=C(C=C1)NS(=O)(=O)C1=CNC=C1CC1=CC2=C(CCO2)C=C1)F N-(4-cyano-2-fluorophenyl)-4-(2,3-dihydro-1-benzofuran-6-ylmethyl)-1H-pyrrole-3-sulfonamide